The molecule is a homoisoflavonoid that is 2,3-dihydro-4H-1-benzopyran-4-one substituted by hydroxy groups at positions 3 and 7 and a (4-hydroxyphenyl)methyl group at position 3 respectively (the 3R-stereoisomer). It has been isolated from Caesalpinia sappan. It has a role as a plant metabolite. It is a homoisoflavonoid, a polyphenol and a tertiary alpha-hydroxy ketone. C1[C@@](C(=O)C2=C(O1)C=C(C=C2)O)(CC3=CC=C(C=C3)O)O